NC12CC(C1)(C2)CCO 2-{3-aminobicyclo[1.1.1]pentan-1-yl}ethan-1-ol